4,5-dimethyl-9-p-fluorophenyl-9-fluorenol CC1=CC=CC=2C(C3=CC=CC(=C3C12)C)(O)C1=CC=C(C=C1)F